S1C=NC=C1C(=O)N1CC2(CN(C2)C(=O)[O-])CC1 6-(thiazole-5-carbonyl)-2,6-diazaspiro[3.4]octane-2-carboxylate